CN(C1=CC=C(C=C1)C1=CC(C(=CN1C1=CC2=C(N=C(O2)N2[C@H](CCC2)COC)C=C1)C(=O)O)=O)C (R)-6-(4-(dimethylamino)phenyl)-1-(2-(2-(methoxymethyl)pyrrolidin-1-yl)benzo[d]oxazol-6-yl)-4-oxo-1,4-dihydropyridine-3-carboxylic acid